amino-[1,1'-biphenyl]-3-carboxylic acid methyl ester COC(=O)C=1C(=C(C=CC1)C1=CC=CC=C1)N